FC(C1=CC=C(C=N1)CC1CCC2(CN(C2)C(=O)N2C[C@@H]3[C@@H](OCC(N3)=O)CC2)CC1)(F)F (4aR,8aS)-6-[7-[[6-(trifluoromethyl)-3-pyridyl]methyl]-2-azaspiro[3.5]nonane-2-carbonyl]-4,4a,5,7,8,8a-hexahydropyrido[4,3-b][1,4]oxazin-3-one